(S)-3-(2-aminoacetylamino)-3-(4-(4-(benzyloxy)naphthalen-1-yl)phenyl)propanoic acid methyl ester hydrochloride Cl.COC(C[C@@H](C1=CC=C(C=C1)C1=CC=C(C2=CC=CC=C12)OCC1=CC=CC=C1)NC(CN)=O)=O